(R)-5-(1-(6-chloro-5-methylpyridin-3-yl)-1-hydroxyethyl)isoxazole-3-carboxylic acid ClC1=C(C=C(C=N1)[C@@](C)(O)C1=CC(=NO1)C(=O)O)C